1-methylpyrrole-3-sulfinic acid CN1C=C(C=C1)S(=O)O